9H-fluoren-9-ylmethyl N-((3S,5S)-1-((2S)-2-(tert-butoxycarbonylamino)-2-cyclohexyl-acetyl)-5-(((1R)-tetralin-1-yl)carbamoyl)pyrrolidin-3-yl)carbamate C(C)(C)(C)OC(=O)N[C@H](C(=O)N1C[C@H](C[C@H]1C(N[C@@H]1CCCC2=CC=CC=C12)=O)NC(OCC1C2=CC=CC=C2C=2C=CC=CC12)=O)C1CCCCC1